(Z)-2-(2,6-dioxopiperidin-3-yl)-5-(4-(6-(4-(1-(4-hydroxyphenyl)-2-phenylbut-1-en-1-yl)phenoxy)hexyl)piperazin-1-yl)isoindoline-1,3-dione O=C1NC(CCC1N1C(C2=CC=C(C=C2C1=O)N1CCN(CC1)CCCCCCOC1=CC=C(C=C1)\C(=C(\CC)/C1=CC=CC=C1)\C1=CC=C(C=C1)O)=O)=O